C(C1=CC=CC=C1)OC(=O)N1[C@@H]([C@@H]2[C@H](C1)C21CCCCC1)C(=O)O (1R,2S,5S)-3-((Benzyloxy)carbonyl)-3-azaspiro[bicyclo[3.1.0]hexane-6,1'-cyclohexane]-2-carboxylic acid